C(#N)C1=CC(=C(C=C1)NS(=O)(=O)C=1C2=C(N(C1)S(=O)(=O)C1=CC=C(C)C=C1)CN(C2)CC(F)(F)F)F N-(4-cyano-2-fluorophenyl)-1-tosyl-5-(2,2,2-trifluoroethyl)-1,4,5,6-tetrahydropyrrolo[3,4-b]pyrrole-3-sulfonamide